COC(=O)N1[C@H](CCC2=C3C(=CC=C12)N(C(=N3)CCC3=CN=C(O3)C)C3CCCCC3)C trans-4-[(7S)-6-(Methoxycarbonyl)-7-methyl-2-[2-(2-methyl-1,3-oxazol-5-yl)ethyl]-3H,6H,7H,8H,9H-imidazo[4,5-f]chinolin-3-yl]cyclohexan